(4-benzhydrylpiperazin-1-yl)(3-(dimethylamino)-5-methylphenyl)methanone C(C1=CC=CC=C1)(C1=CC=CC=C1)N1CCN(CC1)C(=O)C1=CC(=CC(=C1)C)N(C)C